(1R,4R)-1,4-bis(4-bromophenyl)butane-1,4-diol BrC1=CC=C(C=C1)[C@@H](CC[C@@H](O)C1=CC=C(C=C1)Br)O